1-Propyl-3-Methylpyridinium triflat [O-]S(=O)(=O)C(F)(F)F.C(CC)[N+]1=CC(=CC=C1)C